COC=1C(=CC=2C(=C3C(=NC2C1)CCC3)NC3CCNCC3)OC N-{6,7-dimethoxy-1H,2H,3H-cyclopenta[b]quinolin-9-yl}piperidin-4-amine